C1(=CC=CC=C1)C1=NC(=CC(=N1)C=1C=C(C=C(C1)N1C2=CC=CC=C2C=2C=C(C=CC12)C1=CC=CC=2SC3=C(C21)C=CC=C3)N3C2=CC=CC=C2C=2C=C(C=CC32)C3=CC=CC=2SC1=C(C23)C=CC=C1)C1=CC=CC=C1 9,9'-(5-(2,6-diphenylpyrimidin-4-yl)-1,3-phenylene)bis(3-(dibenzo[b,d]thiophen-1-yl)-9H-carbazole)